C1(=CC=CC=C1)P(C1=CC=CC=C1)C1=CC=CC=C1.C1(=CC=CC=C1)P(C1=CC=CC=C1)C1=CC=CC=C1.C1(=CC=CC=C1)P(C1=CC=CC=C1)C1=CC=CC=C1.C1(=CC=CC=C1)P(C1=CC=CC=C1)C1=CC=CC=C1.[Ni] nickel tetra(triphenylphosphine)